OC1([C@@H](O)[C@@H](O)[C@H](O)[C@@H](O1)CO)O α-L-gulonic acid